C(C)OC([C@H](NC1=NC=2C(=CC=CC2C=2N1N=C(N2)C=2C=NN(C2)C)Br)C)=O N-[7-bromo-2-(1-methyl-1H-pyrazol-4-yl)[1,2,4]triazolo[1,5-c]quinazolin-5-yl]-D-alanine ethyl ester